C(#N)[C@@H](C[C@H]1C(NCCC1)=O)NC(=O)[C@@H]1N([C@@H]2CC([C@H]1CC2)(F)F)C([C@@H](CC2CCC2)NC(C(F)(F)F)=O)=O (1S,3R,4S)-N-[(1R)-1-cyano-2-[(3S)-2-oxo-3-piperidyl]ethyl]-2-[(2R)-3-cyclobutyl-2-[(2,2,2-trifluoroacetyl)amino]propanoyl]-5,5-difluoro-2-azabicyclo[2.2.2]octane-3-carboxamide